tert-butyl 3-(4-amino-3-(methoxycarbonyl)phenoxy)azetidine-1-carboxylate NC1=C(C=C(OC2CN(C2)C(=O)OC(C)(C)C)C=C1)C(=O)OC